C(C)(C)(C)C=1C(=C(C(=C(C1)N(C(=O)[C@H]1NC(N(C1)C(=O)[O-])=O)C)F)Cl)F (S)-4-((tert-Butyl 3-chloro-2,4-difluorophenyl)(methyl)carbamoyl)-2-oxoimidazolidine-1-carboxylate